C1(=CC=CC=C1)C(C1=CC=CC=C1)=NC=1C=NN(C1C)C[C@H](COC)O (R)-1-(4-((diphenylmethylene)amino)-5-methyl-1H-pyrazol-1-yl)-3-methoxypropan-2-ol